4-(4-cyclopropyl-1H-imidazol-1-yl)-N-((R)-5-methyl-5,6-dihydrobenzo[f]tetrazolo[1,5-d][1,4]oxazepin-8-yl)-5-((R)-2-methylmorpholino)picolinamide C1(CC1)C=1N=CN(C1)C1=CC(=NC=C1N1C[C@H](OCC1)C)C(=O)NC1=CC=CC=2C=3N([C@@H](COC21)C)N=NN3